ClC1=C(C=CC=C1)C1=NC2=CC=CC=C2C(=N1)C1=CC=CC=C1 2-(2-chlorophenyl)-4-phenylquinazoline